C(#N)C1=NC2=CC(=CC(=C2N=C1N1CC2=CC(=C(C=C2C1)F)F)[C@@H](C)NC1=C(C(=O)O)C=CC=C1)C (R)-2-((1-(2-cyano-3-(5,6-difluoro-isoindolin-2-yl)-7-methylquinoxalin-5-yl)ethyl)amino)benzoic acid